FC1=C(CCN2[C@@H]([C@H]([C@@H]([C@H](C2)O)O)O)CO)C(=CC=C1)F (2R,3R,4R,5S)-1-(2,6-difluorophenethyl)-2-(hydroxymethyl)piperidine-3,4,5-triol